N1=CNC2=C1C=CC=C2.[Cr](=O)(=O)(O)Br bromochromic acid benzimidazole salt